COC(C(C)OC1=C2C(=NC=NC2=CC(=C1)C=1C=NN(C1)C)NC=1C(=C2C=CC=NC2=CC1)F)=O Methyl-2-((4-((5-fluoroquinolin-6-yl)amino)-7-(1-methyl-1H-pyrazol-4-yl)quinazolin-5-yl)oxy)propanoate